N-[9-[(4R,6R)-4-[[bis(4-methoxyphenyl)-phenyl-methoxy]methyl]-7-hydroxy-2,5-dioxabicyclo[2.2.1]heptan-6-yl]purin-6-yl]-N-hexadecyl-benzamide COC1=CC=C(C=C1)C(OC[C@@]12COC([C@@H](O1)N1C3=NC=NC(=C3N=C1)N(C(C1=CC=CC=C1)=O)CCCCCCCCCCCCCCCC)C2O)(C2=CC=CC=C2)C2=CC=C(C=C2)OC